ClC1=C(C=CC(=C1)N1CC(C1)OC(C(F)(F)F)C)C(=O)N1CCN(CC1)C=1OC=2C(=NC(=CC2)C)N1 (2-chloro-4-(3-((1,1,1-trifluoropropan-2-yl)oxy)azetidin-1-yl)phenyl)(4-(5-methyloxazolo[4,5-b]pyridin-2-yl)piperazin-1-yl)methanone